N-(3-(triethoxysilyl)propyl)phthalamide C(C)O[Si](CCCNC(C=1C(C(=O)N)=CC=CC1)=O)(OCC)OCC